CSC(C#CC(C)(N(CCOCC1=C(CCCC1(C)C)C)C)C)=O 4-methyl-4-[methyl-[2-[(2,6,6-trimethylcyclohexen-1-yl)methoxy]ethyl]amino]pent-2-ynethioic acid S-methyl ester